CCCCCCCCCC decacarbane